C(C)(C)(C)OC(=O)N1CC(C1)(NC1=CC=C2C=CN(C(C2=C1)=O)CC(F)(F)F)C1=C(C(=CC=C1)Cl)C.[N+](=O)([O-])[O-].[Ni+2].[N+](=O)([O-])[O-] Nickel(II) nitrat tertbutyl-3-(3-chloro-2-methylphenyl)-3-((1-oxo-2-(2,2,2-trifluoroethyl)-1,2-dihydroisoquinolin-7-yl)amino)azetidine-1-carboxylate